C(=O)C=1C=CC(=C(C1)B(O)O)C 5-FORMYL-2-METHYLPHENYLBORONIC ACID